FC=1C=C2C(NC=NC2=CC1)=O 6-fluoro-4-oxoquinazolin